O1CCN(CC1)S(=O)(=O)C=1C=NC2=CC=C(C=C2C1O)C(F)(F)F 3-morpholinosulfonyl-6-(trifluoromethyl)quinolin-4-ol